C(C)(C)(C)OC(=O)N1C2CC(C1)(C2)C=2N(C(C1=C(N2)N(CCC1)C)=O)CC1=CC=C(C=C1)OC 4-(3-(4-methoxybenzyl)-8-methyl-4-oxo-3,4,5,6,7,8-hexahydropyrido[2,3-d]pyrimidin-2-yl)-2-azabicyclo[2.1.1]hexane-2-carboxylic acid tert-butyl ester